C(C)(C)(C)OC(=O)N(C1C(C1)C1=CC=C(C=C1)I)CC1CN(C1)C(/C=C/C1=CC=C(C(=O)OC)C=C1)=O Methyl (E)-4-(3-(3-(((tert-butoxycarbonyl)(2-(4-iodophenyl)cyclopropyl)amino)methyl)azetidin-1-yl)-3-oxoprop-1-en-1-yl)benzoate